C(=O)(O)[C@@H](CC=1C=C(C(=O)N(CC2=CC(=CC=C2)C[C@@H]([C@@H]2CNCC2)C(=O)O)CCC=2C=C(C=CC2)C[C@H](C(=O)O)[C@@H]2CNCC2)C=CC1)[C@@H]1CNCC1 (S)-3-(3-(2-(3-((S)-2-carboxy-2-((R)-pyrrolidin-3-yl)ethyl)-N-(3-((S)-2-carboxy-2-((R)-pyrrolidin-3-yl)ethyl)benzyl)benzamido)ethyl)phenyl)-2-((R)-pyrrolidin-3-yl)propanoic acid